2-[(4S)-3,3-difluoro-1-methylpiperidin-4-yl]-N-[(3R,4R)-4-methyl-1-(8-methylquinolin-5-yl)pyrrolidin-3-yl]acetamide FC1(CN(CC[C@H]1CC(=O)N[C@H]1CN(C[C@H]1C)C1=C2C=CC=NC2=C(C=C1)C)C)F